OC(COC=1C=C(C=2N(C1)N=CC2C#N)C=2C=NC(=CC2)N2CCN(CCC2)CC2=NC=CC=C2)(C)C 6-(2-Hydroxy-2-methylpropyloxy)-4-(6-(4-(pyridin-2-ylmethyl)-1,4-diazepan-1-yl)pyridin-3-yl)pyrazolo[1,5-a]pyridine-3-carbonitrile